2-(2-hydroxy-3,5-dipentylphenyl)acetamide OC1=C(C=C(C=C1CCCCC)CCCCC)CC(=O)N